5-[7-fluoro-2-(4-piperidinyl)indazol-5-yl]-2,7-dimethyl-indazol-6-ol FC1=CC(=CC2=CN(N=C12)C1CCNCC1)C1=CC2=CN(N=C2C(=C1O)C)C